SCC(=O)OCC(C)OC(CS)=O propylene glycol bis(2-mercaptoacetate)